CN1N=C(C2=CC(=CC=C12)OC1CC2(CN(C2)C(=O)OC(C)(C)C)C1)[N+](=O)[O-] tert-butyl 6-(1-methyl-3-nitro-indazol-5-yl)oxy-2-azaspiro[3.3]heptane-2-carboxylate